CC1(CC1)NC(OCC(C1=CC(=C(C=C1)Cl)C(N)=O)N)=O 2-amino-2-(3-carbamoyl-4-chlorophenyl)ethyl (1-methylcyclopropyl)carbamate